Divinyl-naphthalin C(=C)C1=C(C2=CC=CC=C2C=C1)C=C